behenyl-(S)-5,5-difluoro-2-(naphthalen-2-yl)valeronitrile C(CCCCCCCCCCCCCCCCCCCCC)[C@](C#N)(CCC(F)F)C1=CC2=CC=CC=C2C=C1